6-[4-[acetyl-(cyclopropylmethyl)amino]-3-chloro-phenyl]-N-[(6-amino-3-pyridyl)methyl]pyridine-3-carboxamide C(C)(=O)N(C1=C(C=C(C=C1)C1=CC=C(C=N1)C(=O)NCC=1C=NC(=CC1)N)Cl)CC1CC1